CC(C(=O)O)CCCCCCCCCCCCCC 2-methylpalmitic acid